C(#N)C=1C=C(C=CC1)N(C(=O)C=1C=CC=2N(C1)C(=CN2)C=2C=CC(=NC2)NC(OC)=O)CC methyl N-[5-[6-[(3-cyanophenyl)-ethyl-carbamoyl]imidazo[1,2-a]pyridin-3-yl]-2-pyridyl]carbamate